ClC(=CC#N)C=1SC=CC1 3-chloro-3-(2-thienyl)-2-propenenitrile